C[Si]1(CCC(CCC1)NC(=O)C1=CC2=C(N=C(S2)C=2C=NC=CC2)N1)C N-(1,1-dimethylsilepan-4-yl)-2-(3-pyridyl)-4H-pyrrolo[2,3-d]thiazole-5-carboxamide